3-styrylquinazolin-4(3H)-one C(=CC1=CC=CC=C1)N1C=NC2=CC=CC=C2C1=O